S(C=1C(=C(C=C(C1)C)O)C(C)(C)C)C=1C(=C(C=C(C1)C)O)C(C)(C)C thio-bis(2-t-butyl-5-methylphenol)